tin-antimony-titanium oxide [O-2].[Ti+4].[Sb+3].[Sn+4]